Nε-((2-bromoethoxy)carbonyl)-lysine BrCCOC(=O)NCCCC[C@H](N)C(=O)O